NC=1C=2N(C3=CC(=CC=C3N1)C(=O)N([C@@H]1COC3=C1C=CC(=C3)C(F)(F)F)C)C(=NC2)C (S)-4-amino-N,1-dimethyl-N-(6-(trifluoromethyl)-2,3-dihydrobenzofuran-3-yl)imidazo[1,5-a]quinoxaline-8-carboxamide